(1S,3R)-3-hydroxycyclohexanecarboxylic acid ethyl ester C(C)OC(=O)[C@@H]1C[C@@H](CCC1)O